(3-{[(3,3-difluorocyclobutyl)methoxy]methyl}[1,4'-bipiperidin]-1'-yl)-N-[(3,5-difluoropyridin-2-yl)methyl]-1,3-thiazole-5-carboxamide FC1(CC(C1)COCC1CN(CCC1)C1CCN(CC1)C=1SC(=CN1)C(=O)NCC1=NC=C(C=C1F)F)F